(S)-3-((3-((S)-1-((1r,4S)-4-(4-(3-amino-6-(2-hydroxyphenyl)pyridazin-4-yl)-1H-pyrazol-1-yl)cyclohexyl)-3,3-difluoropiperidin-4-yl)phenyl)(methyl)amino)piperidine-2,6-dione NC=1N=NC(=CC1C=1C=NN(C1)C1CCC(CC1)N1CC([C@@H](CC1)C=1C=C(C=CC1)N([C@@H]1C(NC(CC1)=O)=O)C)(F)F)C1=C(C=CC=C1)O